2-(4-(3-(1-(5-aminopyridin-2-yl)piperidin-4-yl)propyl)piperidin-1-yl)acetic acid ethyl ester C(C)OC(CN1CCC(CC1)CCCC1CCN(CC1)C1=NC=C(C=C1)N)=O